rac-5-{2-[(2R,5S)-2-[3-(3,5-Dimethyl-1H-pyrazol-1-yl)phenyl]-5-methylpiperidin-1-yl]-2-oxoacetamido}pyridine-3-carboxamide CC1=NN(C(=C1)C)C=1C=C(C=CC1)[C@@H]1N(C[C@H](CC1)C)C(C(=O)NC=1C=C(C=NC1)C(=O)N)=O |r|